N-(quinolin-8-yl)-1H-benzo[d]imidazole-2-sulfonamide N1=CC=CC2=CC=CC(=C12)NS(=O)(=O)C1=NC2=C(N1)C=CC=C2